C[C@]12CC[C@H]3[C@H]([C@@H]1CC[C@@H]2C(=O)NC(C)(C)C)CC[C@@H]4[C@@]3(C=CC(=O)N4)C N-tert-Butyl-3-oxo-4-aza-5α-androst-1-ene-17β-carboxamide